[Cl-].ClC(OC(C(=O)OC1[N+]2(CCC1)C1CCCC2CC1)(C1=CC=CC=C1)C1=CC=CC=C1)C1CCOCC1 (2-(chloro(tetrahydro-2H-pyran-4-yl)methoxy)-2,2-diphenylacetoxy)spiro[bicyclo[3.2.1]octane-8,1'-pyrrolidin]-8-ium chloride